O1[Si]23O[Si](O[Si]45O[Si]1(O4)O5)(O2)O3 tetraepoxycyclotetrasiloxane